1-Benzyl-3,3,5-trimethyl-4-nitro-1,3-dihydro-2,1-benzothiazol-2,2-dioxid C(C1=CC=CC=C1)N1S(C(C2=C1C=CC(=C2[N+](=O)[O-])C)(C)C)(=O)=O